C1=2C=C(C=CC2CC1)CCC(=O)Cl 3-(Bicyclo[4.2.0]octa-1(6),2,4-trien-3-yl)propanoyl Chloride